Tert-butyl para-hydroxybenzoate OC1=CC=C(C(=O)OC(C)(C)C)C=C1